N-(2-aminoethyl)-3-aminopropionic acid NCCNCCC(=O)O